COC1=C(CCNCC2=C(C=CC=C2)OC)C=C(C(=C1)C(C)C)OC 2,5-dimethoxy-N-[(2-methoxyphenyl)methyl]-4-(1-methylethyl)-phenethylamine